ethyl 5-(3-cyclopropylphenoxy)-2-[(E)-2-ethoxyvinyl]pyridine-4-carboxylate C1(CC1)C=1C=C(OC=2C(=CC(=NC2)\C=C\OCC)C(=O)OCC)C=CC1